3-(1-methyl-1H-pyrazol-4-yl)-N-(1-phenyl-4-(4-(piperidin-1-yl)butyl)-1H-imidazol-2-yl)benzamide CN1N=CC(=C1)C=1C=C(C(=O)NC=2N(C=C(N2)CCCCN2CCCCC2)C2=CC=CC=C2)C=CC1